COP methyloxyphosphine